C(C)(C)(C)OC(=O)N1CCC(CC1)(C)NC(C1=NC=C(C=C1)C(C)=O)=O 4-(5-Acetylpicolinamido)-4-methylpiperidine-1-carboxylic acid tert-butyl ester